NC1=CC(=C(C(=N1)C1=C(C=C2C(=NC=NN2C1=O)N1[C@H](CNCC1)C)C(F)(F)F)C(F)(F)F)C (S)-7-(6-amino-4-methyl-3-(trifluoromethyl)pyridin-2-yl)-4-(2-methylpiperazin-1-yl)-6-(trifluoromethyl)-8H-pyrido[2,1-f][1,2,4]triazin-8-one